4,5-dimethoxybenzene-1,2-diol COC=1C=C(C(=CC1OC)O)O